3-fluoropyridin-4-ylboronic acid FC=1C=NC=CC1B(O)O